C1(CC1)C#C[C@@H](O)[C@@H]1[C@H]([C@H]([C@@H](C1)N1C=CC\2=C1NC=N/C2=N/N)O)O (1S,2R,3R,5R)-3-((S)-3-cyclopropyl-1-hydroxyprop-2-yn-1-yl)-5-((E)-4-hydrazineylidene-1,4-dihydro-7H-pyrrolo[2,3-d]pyrimidin-7-yl)cyclopentane-1,2-diol